glycine hydrochloride salt Cl.NCC(=O)O